3-bromo-N,N-di(tert-butoxycarbonyl)-1-phenyl-1H-pyrazol-5-amine BrC1=NN(C(=C1)N(C(=O)OC(C)(C)C)C(=O)OC(C)(C)C)C1=CC=CC=C1